5-butyloxepan-2-one C(CCC)C1CCC(OCC1)=O